(S)-5-benzyl-N-(2,4-dimethyl-5-oxo-5,6,7,8-tetrahydro-4H-thiazolo[4,5-b]azepin-6-yl)-1,3,4-oxadiazole-2-carboxamide C(C1=CC=CC=C1)C1=NN=C(O1)C(=O)N[C@H]1CCC2=C(N(C1=O)C)N=C(S2)C